N1(CCNCC1)CC=1C=C2C=3N(CC(NC3C1)=O)N=C2 8-(Piperazin-1-ylmethyl)-1H-pyrazolo[1,5,4-de]quinoxalin-2(3H)-one